FC1=C(C=2N(C=C1N)C=C(N2)C)C 7-fluoro-2,8-dimethylimidazo[1,2-a]pyridin-6-amine